ClC1=NC=C(C(=C1)C1=C(C=NC(=C1)C)C(=O)NC=1SC2=C(N1)CN(C2)CC2=C(C=C(C=C2)C(F)F)F)OC 2'-chloro-N-(5-(4-(difluoromethyl)-2-fluorobenzyl)-5,6-dihydro-4H-pyrrolo[3,4-d]thiazol-2-yl)-5'-methoxy-6-methyl-[4,4'-bipyridine]-3-carboxamide